2-(2-(4-(((3S,4R)-4-(4-fluorophenyl)piperidin-3-yl)methoxy)phenoxy)ethoxy)ethan-1-ol hydrochloride Cl.FC1=CC=C(C=C1)[C@H]1[C@@H](CNCC1)COC1=CC=C(OCCOCCO)C=C1